7,3'-dihydroxy-4-methoxy-8-methylflavan OC1=CC=C2C(CC(OC2=C1C)C1=CC(=CC=C1)O)OC